CC=1N=C2N(N=C(C=C2C)C2=CC=3N=CN(C(C3S2)=O)C2CCN(CC2)C(=O)OC(C)(C)C)C1 tert-butyl 4-(6-(2,8-dimethylimidazo[1,2-b]pyridazin-6-yl)-4-oxothieno[3,2-d]pyrimidin-3(4H)-yl)piperidine-1-carboxylate